O=C1C=C(NC=C1)C(=O)O 4-oxo-1,4-dihydropyridine-2-carboxylic acid